CN1C(CC(CC1(C)C)C(C(C)(C1CC(N(C(C1)(C)C)C)(C)C)C1CC(N(C(C1)(C)C)C)(C)C)(C)C1CC(N(C(C1)(C)C)C)(C)C)(C)C tetrakis(1,2,2,6,6-pentamethyl-4-piperidyl)butane